2,4-bis-trichloromethyl-6-4-methoxyphenyl-1,3,5-triazine ClC(C1=NC(=NC(=N1)C(Cl)(Cl)Cl)C1=CC=C(C=C1)OC)(Cl)Cl